tert-butyl (4aS,8aR)-4-[6-chloro-5-(difluoromethyl)pyridazin-3-yl]-3,4a,5,7,8,8a-hexahydro-2H-pyrido[4,3-b][1,4]oxazine-6-carboxylate ClC1=C(C=C(N=N1)N1[C@@H]2[C@H](OCC1)CCN(C2)C(=O)OC(C)(C)C)C(F)F